CN(CCC1=CNC2=CC=CC(=C12)OC(C[C@H](CC(C)C)CN)=O)C.BrC=1C=C(C=CC1N1CC(NCC1)(C)C)C=1C(=C(C(=O)N)C=CC1)NC1=CC(=CC=C1)Cl (3-bromo-4-(3,3-dimethylpiperazin-1-yl)phenyl)-2-((3-chlorophenyl)amino)benzamide 3-(2-(dimethylamino)ethyl)-1H-indol-4-yl-(S)-3-(aminomethyl)-5-methylhexanoate